ClC1=CC(=C(C=C1)SC1=CC=C(C=C1)C)OC (4-chloro-2-methoxyphenyl)(p-tolyl)sulfane